ClC=1C(=NC(=NC1)N[C@H]1CN(CC1)C(=O)C1=CC=C(C=C1)N1C(C=CC1=O)=O)OC([2H])([2H])[2H] (R)-1-(4-(3-((5-chloro-4-(trideuteromethoxy)pyrimidin-2-yl)amino)pyrrolidine-1-carbonyl)phenyl)-1H-pyrrole-2,5-dione